C(C=C)C(CO)(CO)F 2-allyl-2-fluoro-1,3-propanediol